(R or S)-N-(6-(1-cyanospiro[2.2]pentan-1-yl)isoquinolin-3-yl)-2-(4-isopropylmorpholin-2-yl)acetamide C(#N)C1(CC12CC2)C=2C=C1C=C(N=CC1=CC2)NC(C[C@@H]2CN(CCO2)C(C)C)=O |o1:20|